C(#N)C1=C(C=CC(=C1)OC)S(=O)(=O)Cl 2-cyano-4-methoxybenzenesulfonyl chloride